(3S,5R)-3-amino-5-methyl-nonanoic acid N[C@H](CC(=O)O)C[C@@H](CCCC)C